C(C)(C)(C)OC(=O)N(C1=CC(=NC(=C1)C)NC1=C(C(=C2C(=N1)CCO2)C=2CC[C@@H](N(CC2)C(=O)OC(C)(C)C)C)C)C |r| tert-butyl rac-(2S)-5-[5-[[4-[tert-butoxycarbonyl(methyl)amino]-6-methyl-2-pyridyl]amino]-6-methyl-2,3-dihydrofuro[3,2-b]pyridin-7-yl]-2-methyl-2,3,4,7-tetrahydroazepine-1-carboxylate